(S)-N-(2-cyanopyrimidin-5-yl)-2-methyloxirane-2-carboxamide C(#N)C1=NC=C(C=N1)NC(=O)[C@]1(OC1)C